1,4-Bis(4-aminophenyloxy)benzene NC1=CC=C(C=C1)OC1=CC=C(C=C1)OC1=CC=C(C=C1)N